FC1=C(CNC(OC(C)(C)C)=O)C=CC(=C1)NC1=NC(=CC=C1[N+](=O)[O-])C1=CC=CC=C1 tert-butyl (2-fluoro-4-((3-nitro-6-phenylpyridin-2-yl) amino) benzyl)carbamate